C(C)(C)N(C(C)C)CC=1C(=CC(=C(C(=O)OC2=CC(=CC=C2)[C@@H]([C@@](C(=O)OC(C)(C)C)(C)F)C2CC2)C1)C)C1=CC(=NC=C1F)OC 3-((1S,2R)-3-(tert-butoxy)-1-cyclopropyl-2-fluoro-2-methyl-3-oxopropyl)phenyl 5-((diisopropylamino)methyl)-4-(5-fluoro-2-methoxypyridin-4-yl)-2-methylbenzoate